C1(=C(C(=C(C=2C3=C(C(=C(C(=C3N(C12)C=1C=C(C=CC1)NC1=C(C=CC=C1C=1C=CC=2C(C3=CC=CC=C3C2C1)(C1=CC=CC=C1)C1=CC=CC=C1)C=1C=CC=2C(C3=CC=CC=C3C2C1)(C1=CC=CC=C1)C1=CC=CC=C1)[2H])[2H])[2H])[2H])[2H])[2H])[2H])[2H] N-(3-(9H-carbazol-9-yl-d8)phenyl)-2,6-bis(9,9-diphenyl-9H-fluoren-3-yl)aniline